2-(2,2-difluoroethoxy)-6-trifluoromethyl-phenyl-n-propylsulfide FC(COC1=C(C(=CC=C1)C(F)(F)F)CCCSCCCC1=C(C=CC=C1C(F)(F)F)OCC(F)F)F